ClC1=NC(=NC(=N1)CC(C)C1=CC(=C(C=C1)F)Cl)N[C@@H](CO)CC(C)C (2R)-2-((4-chloro-6-(2-(3-chloro-4-fluorophenyl)propyl)-1,3,5-triazin-2-yl)amino)-4-methylpentan-1-ol